CC=1C(=NC(N(C1)[C@@H]1O[C@@H](C(C1OCCOC)O)COC(C1=CC=CC=C1)(C1=CC=C(C=C1)OC)C1=CC=C(C=C1)OC)=O)NC(C1=CC=CC=C1)=O |r| N-[5-methyl-2-oxo-1-[rac-(2R,5R)-5-[[bis(4-methoxyphenyl)-phenylmethoxy]methyl]-4-hydroxy-3-(2-methoxyethoxy)oxolan-2-yl]pyrimidin-4-yl]benzamide